C(C)OC(CN1CCN(CC1)CCC1CCN(CC1)C1=C(C=C(C=C1)[N+](=O)[O-])F)=O 2-(4-(2-(1-(2-fluoro-4-nitrophenyl)piperidin-4-yl)ethyl)piperazin-1-yl)acetic acid ethyl ester